(Z)-(2,4-difluorophenyl)(piperidin-4-yl)methanone oxime FC1=C(C=CC(=C1)F)\C(=N/O)\C1CCNCC1